N=1C(=CN2C=NC=CC21)C(=O)[O-] imidazo[1,2-c]pyrimidine-2-carboxylate